ClCCCOP(=O)(OCCCCl)OCCCCl.BrC1=CC=CC(=N1)C1=NC=CC=N1 2-(6-bromopyridin-2-yl)pyrimidine Tris(chloropropyl)-phosphat